CS(=O)(=O)C1(CC1)C1=CC(=NC(=C1)N1[C@@H](COCC1)C)NC1=CC(=NN1C(=O)OC(C)(C)C)C tert-butyl 5-{[4-(1-methanesulfonylcyclopropyl)-6-[(3R)-3-methylmorpholin-4-yl] pyridin-2-yl] amino}-3-methyl-1H-pyrazole-1-carboxylate